3,5-dimethylundec-4-en-1-yl acetate C(C)(=O)OCCC(C=C(CCCCCC)C)C